4-[3-(4-bromobenzyl)-7-fluoro-6-[2-fluoro-1-(fluoromethyl)ethoxy]-2,4-dioxo-3,4-dihydroquinazolin-1(2H)-yl]piperidine-1-carbaldehyde BrC1=CC=C(CN2C(N(C3=CC(=C(C=C3C2=O)OC(CF)CF)F)C2CCN(CC2)C=O)=O)C=C1